NCCN1C(C(=CC1=O)C)=O 1-(2-aminoethyl)-3-methyl-1H-pyrrole-2,5-dione